ClC1=CC=C(C(=N1)C(=O)NS(=O)(=O)C)N[C@H](C)C=1C=C(C=C2C(N(C(=NC12)C=1C=NC(=NC1)N1CCOCC1)C)=O)C (R)-6-chloro-3-((1-(3,6-dimethyl-2-(2-morpholinopyrimidin-5-yl)-4-oxo-3,4-dihydroquinazolin-8-yl)ethyl)amino)-N-(methylsulfonyl)picolinamide